(±)-Ethyl 2-[4-[(1S)-1-amino-2-hydroxy-ethyl]phenyl]butanoate N[C@H](CO)C1=CC=C(C=C1)[C@H](C(=O)OCC)CC |&1:10|